FC1=CC=C(C=C1)N1C(C=2C(NC=CC2C=C1)=O)=O 2-(4-fluorophenyl)-2,7-naphthyridine-1,8(2H,7H)-dione